NC1CC12CN(CC2)C(=O)C2=CC1=C(N(C(=N1)C1=CC=3C=4N1CCN(C4C=CC3)CCCO)CC3CC3)C(=C2)OC (1-amino-5-azaspiro[2.4]heptan-5-yl)(1-(cyclopropylmethyl)-2-(1-(3-hydroxypropyl)-2,3-dihydro-1H-pyrrolo[1,2,3-de]quinoxalin-5-yl)-7-methoxy-1H-benzo[d]imidazol-5-yl)methanone